hexahydropyrrolo[3,2-b]pyrrol N1C=2C(CC1)NCC2